methyl 2-(6-amino-2,2,7-trifluoro-3-oxo-2,3-dihydro-4H-benzo[b][1,4]oxazin-4-yl)acetate NC1=CC2=C(OC(C(N2CC(=O)OC)=O)(F)F)C=C1F